methyl-2-[[[1-[3-(trifluoromethyl)phenyl]ethoxy]imino]methyl]benzene-acetamide CC=1C(=C(C=CC1)CC(=O)N)C=NOC(C)C1=CC(=CC=C1)C(F)(F)F